(dimethylsiloxy) acrylate C(C=C)(=O)OO[SiH](C)C